FC(C1=CCOC2=CC(=CC=C12)O)(F)F 4-(trifluoromethyl)-2H-chromen-7-ol